COC(\C=C\C1=C(C=CC=C1)NCC1=NC2=C(N1CCOC)C=CC=C2)=O.BrC=2SC(=C(N2)C2=C(C=CC=C2C)C)C2=CC(=CC(=C2)F)OCCC(C)(C)C 2-bromo-5-[3-(3,3-dimethylbutoxy)-5-fluoro-phenyl]-4-(2,6-dimethylphenyl)thiazole methyl-(E)-3-(2-(((1-(2-methoxyethyl)-1H-benzo[d]imidazol-2-yl)methyl)amino)phenyl)acrylate